sodium naphthalenedicarboxylate cyclohexanecarboxylate C1(CCCCC1)C(=O)[O-].C=1(C(=CC=C2C=CC=CC12)C(=O)O)C(=O)O.[Na+]